C(#N)C=1C=C(C=CC1)C[C@@H](C(=O)OC)NS(=O)(=O)C1=CC2=CC=CC=C2C=C1 methyl (S)-3-(3-cyanophenyl)-2-(naphthalene-2-sulfonamido)propanoate